5-(4-methylpiperazin-1-yl)pyrazolo[1,5-a]Pyrimidine-3-carboxamide CN1CCN(CC1)C1=NC=2N(C=C1)N=CC2C(=O)N